5-benzyl-3-((1-methyl-1H-pyrazole-4-carboxamido)methyl)-4,5-dihydroisoxazole C(C1=CC=CC=C1)C1CC(=NO1)CNC(=O)C=1C=NN(C1)C